3-(3-chloro-4-fluorophenyl)-1-((5-cyano-1H-pyrazol-3-yl)methyl)-1-(2-methoxypyrimidin-5-yl)urea ClC=1C=C(C=CC1F)NC(N(C=1C=NC(=NC1)OC)CC1=NNC(=C1)C#N)=O